5-METHOXY-2-(TRIFLUOROMETHOXY)PHENYLBORONIC ACID COC=1C=CC(=C(C1)B(O)O)OC(F)(F)F